4-cyclobutylmethyl-4-(2-furyl)-1,3-benzoxazin-2(4H)-one C1(CCC1)CC1(NC(OC2=C1C=CC=C2)=O)C=2OC=CC2